(E)-2-(4-chlorostyryl)quinazolin-7-amine ClC1=CC=C(/C=C/C2=NC3=CC(=CC=C3C=N2)N)C=C1